1-((6-cyclopropyl-5-fluoroimidazo[1,2-a]pyridin-2-yl)methyl)-1H-pyrazole-4-carboxylic acid C1(CC1)C=1C=CC=2N(C1F)C=C(N2)CN2N=CC(=C2)C(=O)O